(2S,4R)-4-hydroxy-1-[(2S)-2-[4-(5-hydroxy-3-oxo-pentyl)triazol-1-yl]-3,3-dimethyl-butanoyl]-N-methyl-pyrrolidine-2-carboxamide O[C@@H]1C[C@H](N(C1)C([C@H](C(C)(C)C)N1N=NC(=C1)CCC(CCO)=O)=O)C(=O)NC